5-bromo-3,4-dimethyl-1H-pyridin-2-one BrC=1C(=C(C(NC1)=O)C)C